2-((3S,4R)-4-(2-azidoethoxy)-3-fluoro-3-methylpiperidin-1-yl)pyrimidin-4-amine N(=[N+]=[N-])CCO[C@H]1[C@@](CN(CC1)C1=NC=CC(=N1)N)(C)F